methyl 8-(5-methylthiazol-2-yl)-2-(pyrrolidin-1-yl)quinoxaline-6-carboxylate CC1=CN=C(S1)C=1C=C(C=C2N=CC(=NC12)N1CCCC1)C(=O)OC